1-((4-(5-(3-cyanophenyl)-1,2,4-oxadiazol-3-yl)naphthalen-1-yl)methyl)azetidine-3-carboxylic acid C(#N)C=1C=C(C=CC1)C1=NC(=NO1)C1=CC=C(C2=CC=CC=C12)CN1CC(C1)C(=O)O